N-{2-[2-(3-hydroxybutyl)-7,8-dihydro-6H-indeno[5,4-d][1,3]oxazol-8-yl]ethyl}acetamide OC(CCC=1OC2=C(N1)C=CC=1CCC(C12)CCNC(C)=O)C